boranol BO